NC1=C(C2=C(N=CN=C2\C=C\OCC)N1C1=C(C(=CC=C1C)OC)C)C#N (E)-6-amino-4-(2-ethoxyvinyl)-7-(3-methoxy-2,6-dimethylphenyl)-7H-pyrrolo[2,3-d]pyrimidine-5-carbonitrile